C(C(=C)C)(=O)OCCCCCCCCCCCCC n-Tridecyl methacrylate